N-(2-(dimethylamino)ethyl)-4-[131I]iodobenzamide CN(CCNC(C1=CC=C(C=C1)[131I])=O)C